6-((R)-2-((3ar,5R,6as)-5-(2,5-difluorophenoxy)-3a-hydroxycyclopenta[c]pyrrol-2(1H)-yl)-1-hydroxyethyl)-3,4-dihydroquinolin-2(1H)-one FC1=C(OC2=C[C@]3(C(CN(C3)C[C@H](O)C=3C=C4CCC(NC4=CC3)=O)=C2)O)C=C(C=C1)F